[2H][C@@]1([C@H](O)[C@H](O)[C@@](CO)(O1)F)N1C(=O)NC(=O)C=C1 deutero-4'-fluorouridine